C(C)(=O)C1=CC(=NN1CCNC(OC(C)(C)C)=O)N1C(=CC=C1C)C tert-Butyl 2-(5-Acetyl-3-(2,5-dimethyl-1H-pyrrol-1-yl)-1H-pyrazol-1-yl)ethylcarbamate